diazaphosphorene N=PN